BrC=1C=CC(=C(C1)CCO)NC1=CC=CC=C1 2-(5-bromo-2-(phenylamino)phenyl)ethan-1-ol